FC=1C=C(C=CC1C(NCCNC(C=C)=O)=O)B1OCCN(CCO1)C 2-(3-fluoro-4-((2-acrylamidoethyl)carbamoyl)-phenyl)-6-methyl-[1,3,6,2]dioxazaborocane